6'-(benzyloxy)-3,3',4,4'-tetrahydro-1'H,2H-1,2'-spirobi[naphthalen]-1'-one C(C1=CC=CC=C1)OC=1C=C2CCC3(CCCC4=CC=CC=C34)C(C2=CC1)=O